6-(6-(((1S,3S)-3-((7-cyclopropyl-[1,2,4]triazolo[1,5-a]pyridin-2-yl)amino)cyclopentyl)amino)pyridin-3-yl)-5,6-dihydro-7H-pyrrolo[3,4-b]pyridin-7-one C1(CC1)C1=CC=2N(C=C1)N=C(N2)N[C@@H]2C[C@H](CC2)NC2=CC=C(C=N2)N2C(C1=NC=CC=C1C2)=O